CC=1C=C(C=C(C1)C)N=C=S 3,5-dimethyl-phenyl isothiocyanate